(1S,2R,5R)-6,6-DIMETHYLBICYCLO-[3.1.1]HEPT-2-YLMETHYLISOCYANIDE CC1([C@@H]2CC[C@H]([C@@H]1C2)C[N+]#[C-])C